6-methylchroman-8-ol CC=1C=C2CCCOC2=C(C1)O